[H-].[Na+] sodium hydrid